3-[3'-adamantan-1-yl-4'-(2-hydroxycarbamoyl-ethoxy)-biphenyl-4-yl]Acrylic acid C12(CC3CC(CC(C1)C3)C2)C=2C=C(C=CC2OCCC(NO)=O)C2=CC=C(C=C2)C=CC(=O)O